BrC1=C(C=C(C=C1)C1=CC=CC=C1)C1=CC=CC=C1 1-bromo-2,4-di(phenyl)benzene